[Sn].[Zn].[Sn].[Ag] silver tin zinc tin